FC(COC=1C=C(C(=NC1)C1=CC2=C(N(C(OC2)=O)CC(C(F)(F)F)(F)F)C=N1)SCC)(C)F 6-[5-(2,2-difluoropropoxy)-3-ethylsulfanyl-2-pyridyl]-1-(2,2,3,3,3-pentafluoropropyl)-4H-pyrido[3,4-d][1,3]oxazin-2-one